1-[5-(2-fluorophenyl)-1-(pyridine-3-yl-sulfonyl)-1H-pyrrole-3-yl]-N-methyl-methylamine FC1=C(C=CC=C1)C1=CC(=CN1S(=O)(=O)C=1C=NC=CC1)CNC